natrium lauryl sulfate S(=O)(=O)(OCCCCCCCCCCCC)[O-].[Na+]